1-bromo-4-chloro-2-methyl-5-nitrobenzene BrC1=C(C=C(C(=C1)[N+](=O)[O-])Cl)C